(S)-3-(3-(((R)-2-isopropyl-2,3-dihydropyrido[2,3-f][1,4]oxazepin-4(5H)-yl)methyl)-4-methylphenyl)-2,2-dimethyl-3-((1-methyl-1H-1,2,3-triazol-4-yl)-methoxy)propanoic acid C(C)(C)[C@H]1OC2=C(CN(C1)CC=1C=C(C=CC1C)[C@@H](C(C(=O)O)(C)C)OCC=1N=NN(C1)C)N=CC=C2